2-({[4-oxo-6-(propan-2-yl)-3H,4H,4aH,7aH-thieno[2,3-d]pyrimidin-2-yl]methyl}sulfanyl)-N-[(pyridin-2-yl)methyl]acetamide O=C1C2C(N=C(N1)CSCC(=O)NCC1=NC=CC=C1)SC(=C2)C(C)C